4-chloro-N-(2,3-dihydro-4H-benzo[b][1,4]oxazin-4-yl)-1-isopropyl-1H-imidazo[4,5-c]-pyridine-2-carboxamide ClC1=NC=CC2=C1N=C(N2C(C)C)C(=O)NN2C1=C(OCC2)C=CC=C1